3,5-diethyl-2H-pyran C(C)C=1COC=C(C1)CC